OC12CC(C1)(C2)NC(C2=NC(=CC=C2)N2C=NC=C2)=O N-(3-hydroxybicyclo[1.1.1]pentan-1-yl)-6-(1H-imidazol-1-yl)picolinamide